ClC=1C=C2C(=NC(=NC2=C(C1C=1C(=CC=C2C=NN(C12)C)C)F)OC[C@H]1N(CC(C1)(F)F)C)N1C[C@H](N(C[C@@H]1C)C(C=C)=O)C 1-((2R,5S)-4-(6-chloro-2-(((S)-4,4-difluoro-1-methylpyrrolidin-2-yl)methoxy)-7-(1,6-dimethyl-1H-indazol-7-yl)-8-fluoroquinazolin-4-yl)-2,5-dimethylpiperazin-1-yl)prop-2-en-1-one